2-(2-((3-methoxy-4-nitrophenyl)amino)ethoxy)acetic acid COC=1C=C(C=CC1[N+](=O)[O-])NCCOCC(=O)O